ClC1=CC(=C(C=C1F)C1=CC=C(N=N1)N(C)C1C2(CCC(CC1)(N2C(=O)[O-])C)C)OCOC ((6-(4-chloro-5-fluoro-2-(methoxymethoxy)phenyl)pyridazin-3-yl)(methyl)amino)-1,5-dimethyl-8-azabicyclo[3.2.1]octane-8-carboxylate